heptadecan-9-yl 8-((3-((4-methoxy-1-oxido-1,2,5-thiadiazol-3-yl)amino)propyl)(8-oxo-8-(undecan-3-yloxy)octyl)amino)octanoate COC=1C(=NS(N1)=O)NCCCN(CCCCCCCC(=O)OC(CCCCCCCC)CCCCCCCC)CCCCCCCC(OC(CC)CCCCCCCC)=O